N-(2-oxo-2,3-dihydro-1H-benzo[d]imidazol-4-yl)-4-(2-(piperidin-1-yl)ethoxy)benzamide O=C1NC2=C(N1)C=CC=C2NC(C2=CC=C(C=C2)OCCN2CCCCC2)=O